C(C(CO)OP(=O)([O-])[O-])O.[Na+].[Na+] β-Glycerol phosphate disodium salt